2-(2-naphthyl)-1,2,3,4-tetrahydroisoquinoline C1=C(C=CC2=CC=CC=C12)N1CC2=CC=CC=C2CC1